P(=O)(OC1=C(C=C(C=C1)C[C@]1(C(OC[C@@H]1CC1=CC(=C(C=C1)OC)OC)=O)C)OC)(O)O 4-(((3R,4R)-4-(3,4-dimethoxybenzyl)-3-methyl-2-oxotetrahydrofuran-3-yl)methyl)-2-methoxyphenyl dihydrogen phosphate